3-(4-Methylpiperazin-1-yl)-1-(4-phenyl-3,4-dihydroquinoxalin-1(2H)-yl)propan-1-one CN1CCN(CC1)CCC(=O)N1CCN(C2=CC=CC=C12)C1=CC=CC=C1